1-((1S)-1-(4-chloro-2-methoxyphenyl)-5-fluoro-1,9-dihydrospiro[beta-carboline-4,1'-cyclopropane]-2(3H)-yl)ethanone ClC1=CC(=C(C=C1)[C@@H]1N(CC2(CC2)C=2C3=C(C=CC=C3NC12)F)C(C)=O)OC